4-((2-chloro-4'-(trifluoromethoxy)-[1,1'-biphenyl]-4-yl)oxy)-1H-1,2,3-triazole-5-carboxylic acid ClC1=C(C=CC(=C1)OC=1N=NNC1C(=O)O)C1=CC=C(C=C1)OC(F)(F)F